1-(3-(4-(2-(2,6-dioxopiperidin-3-yl)-1,3-dioxoisoindolin-5-yl)piperazin-1-yl)propanoyl)-N-(2-(((S)-2-methylpyrrolidin-1-yl)methyl)-1H-benzo[d]imidazol-5-yl)piperidine-4-carboxamide O=C1NC(CCC1N1C(C2=CC=C(C=C2C1=O)N1CCN(CC1)CCC(=O)N1CCC(CC1)C(=O)NC1=CC2=C(NC(=N2)CN2[C@H](CCC2)C)C=C1)=O)=O